methyl 3-[[4-(methoxymethyl)tetrahydrofuran-3-yl]amino]-4-nitro-benzoate COCC1C(COC1)NC=1C=C(C(=O)OC)C=CC1[N+](=O)[O-]